2-((2R,5S)-5-methyl-2-(2-(1-(pyrrolidin-1-yl)propan-2-yl)benzo[d]thiazol-5-yl)piperidin-1-yl)-2-oxo-N-(1-((2-(trimethylsilyl)ethoxy)methyl)-1H-pyrazolo[4,3-c]pyridin-7-yl)acetamide C[C@H]1CC[C@@H](N(C1)C(C(=O)NC=1C2=C(C=NC1)C=NN2COCC[Si](C)(C)C)=O)C=2C=CC1=C(N=C(S1)C(CN1CCCC1)C)C2